3,5-dichloro-4-hydroxyphenylboronic acid ClC=1C=C(C=C(C1O)Cl)B(O)O